(R)-3-(6-(3-chloro-1H-pyrrolo[2,3-b]pyridin-5-yl)-2-(3,3-dimethylmorpholin-4-carbonyl)-1,2,3,4-tetrahydroisoquinolin-8-yl)morpholine-4-carboxylic acid tert-butyl ester C(C)(C)(C)OC(=O)N1[C@@H](COCC1)C=1C=C(C=C2CCN(CC12)C(=O)N1C(COCC1)(C)C)C=1C=C2C(=NC1)NC=C2Cl